(S)-7-(tetrahydrofuran-3-yl)isoquinoline-3-carbaldehyde O1C[C@@H](CC1)C1=CC=C2C=C(N=CC2=C1)C=O